2-(3-phenyl-4-(4-sulfamoylbenzyl)-1H-pyrazol-1-yl)thiazole-4-carboxylic acid ethyl ester C(C)OC(=O)C=1N=C(SC1)N1N=C(C(=C1)CC1=CC=C(C=C1)S(N)(=O)=O)C1=CC=CC=C1